tris[N,N-bis(dimethylphenylmethyl)amide] yttrium [Y+3].CC([N-]C(C1=CC=CC=C1)(C)C)(C1=CC=CC=C1)C.CC([N-]C(C1=CC=CC=C1)(C)C)(C1=CC=CC=C1)C.CC([N-]C(C1=CC=CC=C1)(C)C)(C1=CC=CC=C1)C